NCC1=C2C(=NC3=CC(=C4C(=C13)CCC4)Cl)C4=CC1=C(C(N4C2)=O)COC([C@]1(O)CC)=O (S)-15-(aminomethyl)-4-chloro-8-ethyl-8-hydroxy-1,2,3,8,11,14-hexahydro-9H,12H-cyclopenta[f]pyrano[3',4':6,7]indolizino[1,2-b]quinoline-9,12-dione